N-((3R,4S)-3-fluoro-1-methylpiperidin-4-yl)-5-(1-(2-fluoroethyl)-2-methyl-1H-benzo[d]imidazol-6-yl)-4-methoxypyrrolo[2,1-f][1,2,4]triazin-2-amine F[C@@H]1CN(CC[C@@H]1NC1=NN2C(C(=N1)OC)=C(C=C2)C=2C=CC1=C(N(C(=N1)C)CCF)C2)C